(R)-N-(1-cyclopropylpiperidin-3-yl)-6-(2-(ethoxymethoxy)-4,6-dimethylphenyl)-1,2,4-Triazin-3-amine C1(CC1)N1C[C@@H](CCC1)NC=1N=NC(=CN1)C1=C(C=C(C=C1C)C)OCOCC